6-(2-(3-bromophenyl)-2,2-difluoroacetyl)-2-(1-phenylcyclopropyl)-3,5,6,7,8,9-hexahydro-4H-pyrimido[5,4-c]azepin-4-one BrC=1C=C(C=CC1)C(C(=O)N1CC2=C(CCC1)N=C(NC2=O)C2(CC2)C2=CC=CC=C2)(F)F